C1(CCC1)N(C1CN(CC1)C1=CC=C2C(=N1)OCC=1C=C(C=CC12)C1=CN=NC(=C1)OC)C N-cyclobutyl-1-[8-(6-methoxypyridazin-4-yl)-6H-isochromeno[3,4-b]pyridin-3-yl]-N-methylpyrrolidin-3-amine